C(N)(=N)C=1C=C(SC1)CNC(=O)[C@H]1N(CC2(CC2)C1)C(=O)OC(C)(C)C tert-butyl (S)-6-(((4-carbamimidoylthiophen-2-yl)methyl)carbamoyl)-5-azaspiro[2.4]heptane-5-carboxylate